ClC=1C=C(C=C(C1)Cl)N1CCN(CC1)C(C(C1=CC=CC=C1)N1C(CCC1=O)=O)=O 1-(2-(4-(3,5-dichlorophenyl)piperazin-1-yl)-2-oxo-1-phenylethyl)pyrrolidine-2,5-dione